CC1=CN=NC(=C1)N[C@H]1CN(CCC1)C 4-methyl-6-(((R)-1-methylpiperidin-3-yl)amino)pyridazine